(S)-2-(2-hydroxyphenyl)-4,5-dihydrothiazole-4-carboxylic acid OC1=C(C=CC=C1)C=1SC[C@@H](N1)C(=O)O